C(#N)C=1C=C(C=C(C1)C)C(CCC(=O)O)=O 4-(3-Cyano-5-methylphenyl)-4-oxobutanoic acid